4-((4-(7-chloro-[1,2,4]triazolo[1,5-a]pyridin-6-yl)piperidin-1-yl)sulfonyl)-1-methyl-1H-pyrazole-5-carbonitrile ClC1=CC=2N(C=C1C1CCN(CC1)S(=O)(=O)C=1C=NN(C1C#N)C)N=CN2